C1(=CC=CC=C1)N1N=CC=C1 (1-phenyl)-pyrazol